(±)-2-(4-hydroxy-4-methyl-cyclohexyl)acetic acid OC1(CCC(CC1)CC(=O)O)C